C1(CC1)C=1C=CC2=C(O[C@@H](CN2C2=CC=C(C=C2)C(F)(F)F)CNC(C)=O)N1 |o1:9| (R)- or (S)-N-((6-cyclopropyl-1-(4-(trifluoromethyl)phenyl)-2,3-dihydro-1H-pyrido[2,3-b][1,4]oxazin-3-yl)methyl)acetamide